trans-1,5,9-cyclododecatriene nickel (0) [Ni].C/1=C\CCC=CCCC=CCC1